4-(4-(3,8-diazabicyclo-[3.2.1]-octan-3-yl)-6-chloro-8-fluoro-2-(((2R,7aS)-2-fluorotetrahydro-1H-pyrrolizin-7a(5H)-yl)methoxy)-quinazolin-7-yl)benzo[d]-oxazol-2-amine C12CN(CC(CC1)N2)C2=NC(=NC1=C(C(=C(C=C21)Cl)C2=CC=CC1=C2N=C(O1)N)F)OC[C@]12CCCN2C[C@@H](C1)F